Cl.Cl.C(C)OC(CCN1CC(CCC1)C1CCNCC1)=O 3-[3-(4-piperidinyl)-1-piperidinyl]propionic acid ethyl ester dihydrochloride